4-(2-methyl-phenylethynyl)phthalic anhydride CC1=C(C=CC=C1)C#CC=1C=C2C(C(=O)OC2=O)=CC1